4-PYRIDINYL-FORMAMIDE tert-butyl-(S)-(1-(1-(2,6-dioxopiperidin-3-yl)indolin-4-yl)azetidin-3-yl)(methyl)carbamate C(C)(C)(C)OC(N(C)C1CN(C1)C1=C2CCN(C2=CC=C1)[C@@H]1C(NC(CC1)=O)=O)=O.N1=CC=C(C=C1)NC=O